FC1=CC=C(C=C1)C1=NN2C(=NC=3C=CC(=CC3C2=N1)C(F)(F)F)N[C@H]1C(NCCCC1)=O (3R)-3-{[2-(4-fluorophenyl)-9-(trifluoromethyl)[1,2,4]triazolo[1,5-c]quinazolin-5-yl]amino}azepan-2-one